NC1=NNC(C2=C1N(C=C2C2CCCC2)C2=CC=C(CC=1C(=C(C(=O)N)C=C(C1)F)OC)C=C2)=O (4-(7-amino-3-cyclopentyl-4-oxo-4,5-dihydro-1H-pyrrolo[2,3-d]pyridazin-1-yl)benzyl)-5-fluoro-2-methoxybenzamide